dodecyl 6-(2,5-dioxopyrrolidin-1-yl)hexanoate O=C1N(C(CC1)=O)CCCCCC(=O)OCCCCCCCCCCCC